Ethyl-Pyruvat C(C)CC(C(=O)[O-])=O